ClC1=C(C=CC(=C1)Cl)[C@@H](C)N1N=C(C=2C1=NC(=CN2)N2CC(C2)[C@@H]2CN(CCC2)CCO)C#CC2CN(C2)C 2-((R)-3-(1-(1-((R)-1-(2,4-dichlorophenyl)ethyl)-3-((1-methylazetidin-3-yl)ethynyl)-1H-pyrazolo[3,4-b]pyrazin-6-yl)azetidin-3-yl)piperidin-1-yl)ethan-1-ol